C(CC#C)P1(OCCO1)=O 2-(3-butynyl)-2-oxo-1,3,2-dioxaphospholane